C(#N)CN(C(=O)C=1C=C(C=NC1)C1=CC(=NC=C1)C=1NC(=C(N1)C)C)C N-(Cyanomethyl)-2'-(4,5-dimethyl-1H-imidazol-2-yl)-N-methyl-3,4'-bipyridin-5-carboxamid